(E)-1,3-diethyl-8-(4-(fluoromethoxy)-3-methoxystyryl)-7-methyl-3,7-dihydro-1H-purine C(C)N1CN(C2=NC(N(C2=C1)C)\C=C\C1=CC(=C(C=C1)OCF)OC)CC